tert-butyl 4-{5-chloro-7-[6-(methoxymethoxy)-2,7-dimethylindazol-5-yl]-1,8-naphthyridin-3-yl}piperazine-1-carboxylate ClC1=C2C=C(C=NC2=NC(=C1)C1=CC2=CN(N=C2C(=C1OCOC)C)C)N1CCN(CC1)C(=O)OC(C)(C)C